C1(=CC=CC=C1)N(C1=CC=CC=C1)C1=CC=C2C3=C1C(N(C(C3=CC=C2)=O)C(CCCCCCCCCCC)CCCCCCCCCCC)=O (diphenylamino)-2-(tricosan-12-yl)-1H-benzo[de]isoquinoline-1,3(2H)-dione